C(C=1C(O)=BC=CC1)(=O)O borasalicylic acid